N[C@H](C(=O)NC=1C=NN(C1)C(C)C=1C(NC=C(C1)C)=O)C(C1CC1)C1CC1 (2S)-2-amino-3,3-dicyclopropyl-N-[1-[1-(5-methyl-2-oxo-1H-pyridin-3-yl)ethyl]pyrazol-4-yl]propanamide